3-(3,5-Dimethoxyphenyl)-6-methoxy-4-benzofurancarboxylic acid COC=1C=C(C=C(C1)OC)C1=COC=2C1=C(C=C(C2)OC)C(=O)O